CC(C)NC(C)C N-(propan-2-yl)propan-2-amine